C(C)(C)(C)OC(NCC(N1CCOC(CC1)=O)=O)=O (2-oxo-2-(7-oxo-1,4-oxazepan-4-yl)ethyl)carbamic acid tert-butyl ester